C(#N)C=1C=C(C=CC1NC1=CC=C(C=C1)S(F)(F)(F)(F)F)S(=O)(=O)N(C)CC1=CC=C(C=C1)OC 3-cyano-N-(4-methoxybenzyl)-N-methyl-4-((4-(pentafluoro-λ6-sulfanyl)phenyl)amino)benzenesulfonamide